C(C)OC(=O)C=1C(=NN2C1NC(=CC2=O)C2=CC=C(C=C2)C2CCCC2)C2=NC=CN=C2C 5-(4-Cyclopentylphenyl)-2-(3-methylpyrazin-2-yl)-7-oxo-4,7-dihydropyrazolo[1,5-a]pyrimidine-3-carboxylic acid ethyl ester